3-[2-chloro-4-fluoro-phenyl]azetidine-1-carboxylic acid tert-butyl ester C(C)(C)(C)OC(=O)N1CC(C1)C1=C(C=C(C=C1)F)Cl